2,2-difluoro-3-methoxypropyl-methoxypropan-1-ol trifluoromethanesulfonate FC(S(=O)(=O)OC(CC)(OC)CC(COC)(F)F)(F)F